FC(C1=NN(C(=C1)C(F)F)CC(=O)N1CCC(CC1)C=1SC=C(N1)C1=NOC(C1)C1=C(C=CC=C1)OCC#C)F 2-[3,5-bis(difluoromethyl)-1H-pyrazol-1-yl]-1-[4-(4-{5-[2-(prop-2-yn-1-yloxy)phenyl]-4,5-dihydro-1,2-oxazol-3-yl}-1,3-thiazol-2-yl)piperidin-1-yl]-ethanone